((benzyloxy)-2-ethyl-4-oxopyridin-1(4H)-yl)acetic acid C(C1=CC=CC=C1)OC1=C(N(C=CC1=O)CC(=O)O)CC